NC=1C=C(C=C(C1)C(F)(F)F)[C@@H](C)NC(=O)C=1C=2N(C=C(C1)C1=CC=NC=C1)C[C@H](N2)C (R)-N-((R)-1-(3-amino-5-(trifluoromethyl)phenyl)ethyl)-2-methyl-6-(pyridin-4-yl)-2,3-dihydroimidazo[1,2-a]pyridine-8-carboxamide